tert-butyl N-[8-bromo-2,5-dioxo-1-[(4-phenoxyphenyl)methyl]-3,4-dihydro-1-benzazepin-3-yl]carbamate BrC1=CC2=C(C(CC(C(N2CC2=CC=C(C=C2)OC2=CC=CC=C2)=O)NC(OC(C)(C)C)=O)=O)C=C1